NC1=CC=C(ONC2=C(C=CC(=C2)C(C)(C)C)C(C)(C)C)C=C1 4-aminophenoxy-2,5-di-tert-butylaniline